6-((1-(tert-butoxycarbonyl)piperidin-4-yl)amino)picolinic acid C(C)(C)(C)OC(=O)N1CCC(CC1)NC1=CC=CC(=N1)C(=O)O